CC[N+](CC)(CC)CC1=CC=CC=C1.[OH-] N-benzyl-N,N-diethylethanaminium hydroxide